Dimercaptothreitol S[C@@]([C@@](CO)(O)S)(O)CO